NC1=NC(=NC=C1)NC(OC(C)(C)C)=O tert-butyl (4-aminopyrimidin-2-yl)carbamate